O1CC(C1)N1N=CC=2C1=NC(=NC2N2C[C@@H]1[C@H](C2)COC1)C#CC=1NC=C(N1)C1=CC=CC=C1 (3aR,6aS)-5-(1-(Oxetan-3-yl)-6-((4-phenyl-1H-imidazol-2-yl)ethynyl)-1H-pyrazolo[3,4-d]pyrimidin-4-yl)hexahydro-1H-furo[3,4-c]pyrrole